Cl.C(C)OC([C@@H](N)CCC(=O)OCC)=O L-glutamic acid-diethyl ester hydrochloride